6'-[4-oxo-4-({(1s)-1-[3-(pyridin-3-yl)phenyl]ethyl}amino)butoxy]-2',3'-dihydrospiro[cyclohexane-1,1'-indene]-4-carboxylic acid O=C(CCCOC1=CC=C2CCC3(C2=C1)CCC(CC3)C(=O)O)N[C@@H](C)C3=CC(=CC=C3)C=3C=NC=CC3